4-[2-(1-methylpyrazol-3-yl)-5-[3-[3-(trideuteromethyl)phenyl]Pyrazol-1-yl]Pyrazolo[1,5-a]Pyrimidin-7-yl]Morpholine CN1N=C(C=C1)C1=NN2C(N=C(C=C2N2CCOCC2)N2N=C(C=C2)C2=CC(=CC=C2)C([2H])([2H])[2H])=C1